(2S,3R,4R,5S,6R)-2-[3-(2,3-dihydro-benzo[1,4]dioxin-6-ylmethyl)-4-ethyl-phenyl]-6-hydroxymethyl-tetrahydropyran-3,4,5-triol O1CCOC2=C1C=CC(=C2)CC=2C=C(C=CC2CC)[C@@H]2O[C@@H]([C@H]([C@@H]([C@H]2O)O)O)CO